FC1=CC(=C(C=O)C=C1)C#CC1=CC=CC=C1 4-fluoro-2-(2-phenylethynyl)benzaldehyde